4-({2-[(cyclopentyloxy)methyl]-3',5'-dimethoxy-4'-methyl-[1,1'-biphenyl]-4-yl}amino)-oxane-4-carboxylic acid C1(CCCC1)OCC1=C(C=CC(=C1)NC1(CCOCC1)C(=O)O)C1=CC(=C(C(=C1)OC)C)OC